3-amino-6-(2-ethyl-4-(2-hydroxy-2-(m-tolyl)acetamido)phenyl)-N-isopropylpyrazine-2-carboxamide NC=1C(=NC(=CN1)C1=C(C=C(C=C1)NC(C(C=1C=C(C=CC1)C)O)=O)CC)C(=O)NC(C)C